C1(=CC=CC=C1)C=1C(=C(C=CC1OC1=CC=C(C=C1)N)C1=CC=C(C=C1)OC1=CC=C(C=C1)N)C1=CC=CC=C1 diphenyl-4,4'-bis(4-aminophenoxy)biphenyl